vinyltris(2-methoxyethoxy)-silane C(=C)[Si](OCCOC)(OCCOC)OCCOC